6-(imidazo[1,2-a]pyridine-3-carbonyl)-N-(3-(trifluoromethyl)phenyl)-4,5,6,7-tetrahydrothieno[2,3-c]pyridine-3-carboxamide N=1C=C(N2C1C=CC=C2)C(=O)N2CC1=C(CC2)C(=CS1)C(=O)NC1=CC(=CC=C1)C(F)(F)F